C(CCCCCCC\C=C/CCCCCC)OC1OCCCC1 2-(Z-9-hexadecenyloxy)-tetrahydropyran